CN1C(=NC(=C1)C(F)(F)F)C1=CC=C(CN2N=CC=3C2=NC(=NC3)C3=C(C=CC=C3SC)C)C=C1 1-(4-(1-methyl-4-(trifluoromethyl)-1H-imidazol-2-yl)benzyl)-6-(2-methyl-6-(methylthio)phenyl)-1H-pyrazolo[3,4-d]pyrimidine